(E)-4-bromophenyl-3-(4-bromophenoxy)-3-phenylacrylate BrC1=CC=C(C=C1)OC(\C=C(/C1=CC=CC=C1)\OC1=CC=C(C=C1)Br)=O